Methyl 2-{[(1R)-1-Phenylethyl]carbamoyl}-2-{4'-propyl-[1,1'-biphenyl]-4-yl}acetate C1(=CC=CC=C1)[C@@H](C)NC(=O)C(C(=O)OC)C1=CC=C(C=C1)C1=CC=C(C=C1)CCC